1,1-DIDEUTERIO-2,2-DIFLUOROETHYL 4-METHYLBENZENESULFONATE CC1=CC=C(C=C1)S(=O)(=O)OC(C(F)F)([2H])[2H]